(1S,3S)-3-amino-4-(difluoromethylidene)cyclopentane N[C@H]1CCCC1=C(F)F